[N+](=O)([O-])C(CCC1=CC=CC=C1)CC[N+](=O)[O-] 3,5-dinitropentylbenzene